3-((3-((1r,3s)-adamantan-1-yl)propanoyl)oxy)-2-((((3-(diethylamino)propoxy)carbonyl)oxy)methyl)propyl (9Z,12Z)-octadeca-9,12-dienoate C(CCCCCCC\C=C/C\C=C/CCCCC)(=O)OCC(COC(CCC12CC3CC(CC(C1)C3)C2)=O)COC(=O)OCCCN(CC)CC